FC1C(OC2=CC(=CC=C2C1)C1=CC=CC=C1)=O 3-fluoro-7-phenyl-chromanone